C(C=CC=CC=CCC)=O nonen-2,6-dienal